C1=CC(=CC=C1N)OC(F)(F)F p-aminotrifluoromethoxybenzene